C(=O)=S(=O)=O carbonylSulfone